CC1=C(C=C(C=C1)NC(C1=NC=CC(=C1)C(F)(F)F)=O)C1=CC2=C(N=C(N=C2)NC=2SC(=NN2)C)N2C1=NCC2 N-(4-methyl-3-(2-((5-methyl-1,3,4-thiadiazol-2-yl)amino)-8,9-dihydroimidazo[1',2':1,6]pyrido[2,3-d]pyrimidin-6-yl)phenyl)-4-(trifluoromethyl)picolinamide